C(C1=CC=CC=C1)OC1=NC(=CC=C1N1C(N(C2=C1C=CC(=C2)N2C[C@@H]([C@@H](CC2)CC(=O)O)C)C)=O)OCC2=CC=CC=C2 2-[(3R,4S)-1-[1-(2,6-dibenzyloxy-3-pyridyl)-3-methyl-2-oxo-benzimidazol-5-yl]-3-methyl-4-piperidyl]acetic acid